CC(C(O)C1=CC=CC=C1)C 2-methyl-1-phenylpropan-1-ol